4-((8'-fluoro-6'-hydroxy-6'H-spiro[cyclohexane-1,9'-pyrazino[1',2':1,5]pyrrolo[2,3-d]pyrimidin]-2'-yl)amino)benzenesulfonamide FC1=NC(C2=CC3=C(N=C(N=C3)NC3=CC=C(C=C3)S(=O)(=O)N)N2C12CCCCC2)O